7-(2,4-Difluoro-6-isopropoxy-benzyl)-5-[1-(2-fluoro-6-methyl-phenyl)-piperidin-4-yl]-2-methyl-2,4,5,7-tetrahydro-pyrazolo[3,4-d]pyrimidin-6-one FC1=C(CN2C(N(CC=3C2=NN(C3)C)C3CCN(CC3)C3=C(C=CC=C3C)F)=O)C(=CC(=C1)F)OC(C)C